(4-(((tetrahydro-2H-pyran-2-yl)oxy)methyl)-2-oxabicyclo[2.2.2]oct-1-yl)methanol O1C(CCCC1)OCC12COC(CC1)(CC2)CO